FC=1C=CC(=C(N)C1)N1CCCC1 5-fluoro-2-(pyrrolidin-1-yl)aniline